ONC(=O)C1=NOC=C1 N-hydroxyisoxazole-3-carboxamide